4-bromo-2-(trifluoromethyl)pyridine BrC1=CC(=NC=C1)C(F)(F)F